ClC1=NC(=C2C(=N1)N(N=C2)[C@H]2[C@@H]([C@@H]([C@H](O2)CS(=O)(=O)[C@H](CC2=CC=CC=C2)P(O)(O)=O)O)O)NC2CCCC2 ((R)-1-((((2S,3S,4R,5R)-5-(6-chloro-4-(cyclopentylamino)-1H-pyrazolo[3,4-d]pyrimidin-1-yl)-3,4-dihydroxytetrahydrofuran-2-yl)methyl)sulfonyl)-2-phenylethyl)phosphonic acid